C(C)NC(=O)C1=CC(=C(N1)C(=O)NC)O[C@@H](COC)C1=CC=CC=C1 |r| Racemic-N5-ethyl-3-(2-methoxy-1-phenylethoxy)-N2-methyl-1H-pyrrole-2,5-dicarboxamide